C1(=CC(=CC=C1)C(C)=NC1=CC=C(C=C1)NC1=CC=CC=C1)C(C)=NC1=CC=C(C=C1)NC1=CC=CC=C1 (1,3-phenylenebis(ethan-1-yl-1-ylidene))bis(N-phenylbenzene-1,4-diamine)